2-(4-((5-amino-1H-pyrrolo[2,3-b]pyridin-4-yl)amino)cyclohexyl)acetonitrile NC=1C(=C2C(=NC1)NC=C2)NC2CCC(CC2)CC#N